3-(4-((1R,5S)-3,8-diazabicyclo[3.2.1]octan-3-yl)-8-fluoro-2-(((2R,7aS)-2-fluorotetrahydro-1H-pyrrolizin-7a(5H)-yl)methoxy)quinazolin-7-yl)-4-(trifluoromethyl)aniline [C@H]12CN(C[C@H](CC1)N2)C2=NC(=NC1=C(C(=CC=C21)C=2C=C(N)C=CC2C(F)(F)F)F)OC[C@]21CCCN1C[C@@H](C2)F